C(C)(=O)OCC[C@@H]1[C@@H]2CC[C@H](CN1C(=O)OCC[Si](C)(C)C)N2C(=O)OC(C)(C)C 8-(tert-butyl) 3-(2-(trimethylsilyl) ethyl) (1S,2R,5R)-2-(2-acetoxyethyl)-3,8-diazabicyclo[3.2.1]octane-3,8-dicarboxylate